4-amino-N,N-dibutylbutyramide NCCCC(=O)N(CCCC)CCCC